2-methyl-1-[4-(methylthio)-phenyl]-2-morpholinopropan-1-one CC(C(=O)C1=CC=C(C=C1)SC)(C)N1CCOCC1